methyl 2-(aminomethyl)cyclopropane-1-carboxylate NCC1C(C1)C(=O)OC